6-fluoro-N-((3S,4S)-3-fluoro-1-(2-methoxyethyl)piperidin-4-yl)-4-methoxy-5-(1-(2,2,2-trifluoroethyl)-1H-benzo[d][1,2,3]triazol-6-yl)pyrrolo[2,1-f][1,2,4]triazin-2-amine FC=1C(=C2C(=NC(=NN2C1)N[C@@H]1[C@H](CN(CC1)CCOC)F)OC)C=1C=CC2=C(N(N=N2)CC(F)(F)F)C1